[Si](C)(C)(C(C)(C)C)OCCOC1(C(C(=O)O)C=CC=C1)OC 2-((tert-butyldimethylsilyloxy)ethoxy)-2-methoxybenzoic acid